N-tert-butoxycarbonyl-5-chloroindole C(C)(C)(C)OC(=O)N1C=CC2=CC(=CC=C12)Cl